(S)-4-(3-(2-methoxyphenyl)-5-(3-(trifluoromethyl)phenylsulfonyl)-6a,7,9,10-tetrahydro-5H-pyrazino[1,2-a]pyrido[3,2-e]pyrazin-8(6H)-yl)-4-oxobutanoic acid COC1=C(C=CC=C1)C1=CC=2N(C[C@H]3N(C2N=C1)CCN(C3)C(CCC(=O)O)=O)S(=O)(=O)C3=CC(=CC=C3)C(F)(F)F